2-oxo-1,8-naphthyridine-3-carbonitrile O=C1NC2=NC=CC=C2C=C1C#N